Phenylmethoxy-Methanol C1(=CC=CC=C1)COCO